2,5-dimethoxy-4-(2-fluoro-ethylthio)phenethylamine COC1=C(CCN)C=C(C(=C1)SCCF)OC